[Cl-].[Tl+] Thallium chlorid